FC1=C(C=C(C=C1)[C@@H](C(=O)NC=1SC(=NN1)N[C@H]1CN(CC1)C=1N=NC=CC1)OC)OC(F)(F)F (2S)-2-[4-Fluoro-3-(trifluoromethoxy)phenyl]-2-methoxy-N-[5-[[(3R)-1-pyridazin-3-ylpyrrolidin-3-yl]amino]-1,3,4-thiadiazol-2-yl]acetamid